3-[1-oxo-5-(piperazin-1-yl)-2,3-dihydro-1H-isoindol-2-yl]piperidine-2,6-dione trifluoroacetic acid salt FC(C(=O)O)(F)F.O=C1N(CC2=CC(=CC=C12)N1CCNCC1)C1C(NC(CC1)=O)=O